(S)-1-((5-aminopyridin-2-yl)amino)propan-2-ol NC=1C=CC(=NC1)NC[C@H](C)O